N-(3-fluoro-4-formyl-phenyl)-N-methyl-benzenesulfonamide FC=1C=C(C=CC1C=O)N(S(=O)(=O)C1=CC=CC=C1)C